3-(2-hydroxypropan-2-yl)azetidine OC(C)(C)C1CNC1